C(C=C)(=O)OCCCCC(C(=O)O)CCCC(=O)O acryloyloxybutyl-adipic acid